2-methoxy-2-(3-(trifluoromethoxy)phenyl)acetic acid COC(C(=O)O)C1=CC(=CC=C1)OC(F)(F)F